ClC=1C(=NC=C(C1)Cl)N1N=CC(=N1)N 2-(3,5-dichloropyridin-2-yl)-2H-1,2,3-triazol-4-amine